ClC1=C(C=O)C=CN=C1 3-chloroisonicotinaldehyde